N-((2-(6-(((3S,4S)-3-fluorotetrahydro-2H-pyran-4-yl)amino)pyridin-2-yl)-1,6-naphthyridin-7-yl)methyl)-5-(methylsulfonyl)nicotinamide F[C@@H]1COCC[C@@H]1NC1=CC=CC(=N1)C1=NC2=CC(=NC=C2C=C1)CNC(C1=CN=CC(=C1)S(=O)(=O)C)=O